Methyl 2-fluoro-3-(5-(trifluoromethyl)-1H-pyrazol-4-yl)benzoate FC1=C(C(=O)OC)C=CC=C1C=1C=NNC1C(F)(F)F